COC=1C=C(C=CC1)C=1N=C(N2C1C=CC=C2)C2CN(CCC2)C(=O)OC(C)(C)C tert-butyl 3-(1-(3-methoxyphenyl)imidazo[1,5-a]pyridin-3-yl)piperidine-1-carboxylate